FC1(CCC(CC1)C(C)OC1=C(C=C(C=C1)NC(C=C)=O)F)F N-(4-(1-(4,4-difluorocyclohexyl)ethoxy)-3-fluorophenyl)acrylamide